C(C)(C)(C)OC(CC1CC2(C1)CCN(CC2)C(=O)OC(C)(C)C)=O tert-butyl 2-(2-tert-butoxy-2-oxo-ethyl)-7-azaspiro[3.5]nonane-7-carboxylate